tert-butyl (S)-7-oxooctahydro-2H-pyrazino[1,2-a]pyrazine-2-carboxylate O=C1NC[C@@H]2N(CCN(C2)C(=O)OC(C)(C)C)C1